cyclopentyl-((5-(3-methyl-4-(trifluoromethoxy)phenyl)thiophen-2-yl)methyl)quinoxaline-2-carboxamide C1(CCCC1)C1=C2N=C(C(=NC2=CC=C1)C(=O)N)CC=1SC(=CC1)C1=CC(=C(C=C1)OC(F)(F)F)C